C(C)C(CCC(C(=O)O)CCC(C)(OC)CC)(C)C.C(C)(=O)O acetic acid 3-ethyl-3-methylbutyl-(3-ethyl-3-methoxybutyl-acetate)